C1(=C(C=CC=C1)NC(=O)C1COC2=CC=CC=C2C1)C N-(o-tolyl)chroman-3-carboxamide